O1C(=NCC1)C1=C(N)C=CC=C1 o-(4,5-dihydro-2-oxazolyl)aniline